8,9-dichloro-7-(2,6-difluorophenyl)-2-(2-ethoxyethyl)-2,5-dihydro-1H-pyrimido[1,2-a][1,4]benzodiazepin-3-one ClC1=C(C=CC2=C1C(=NCC=1N2CC(C(N1)=O)CCOCC)C1=C(C=CC=C1F)F)Cl